tert-butyl (2R,5S)-2-[(4-chloro-2-hydroxyphenyl)carbamoyl]-5-[2-(4-chloro-3-fluorophenoxy)acetamido]piperidine-1-carboxylate ClC1=CC(=C(C=C1)NC(=O)[C@@H]1N(C[C@H](CC1)NC(COC1=CC(=C(C=C1)Cl)F)=O)C(=O)OC(C)(C)C)O